(6S,12aS)-2-((E)-(4-nitrophenyl)methyleneamino)-6-methyl-2,3,12,12a-tetrahydropyrazino[1',2':1,6]pyrido[3,4-b]indole-1,4(6H,7H)-dione [N+](=O)([O-])C1=CC=C(C=C1)\C=N\N1C([C@@H]2CC3=C(NC=4C=CC=CC34)[C@@H](N2C(C1)=O)C)=O